C[Si](O[Si](C)(C)C)(O[Si](C)(C)C)O[Si](C)(C)C methyltris(trimethylsiloxy)silane